2-Methylbutanoic acid CC(C(=O)O)CC